C1(CCCC1)(C1=CC(=C(C(=C1)C)O)C)C1=CC(=C(C(=C1)C)O)C 4,4'-(cyclopentane-1,1-diyl)bis(2,6-dimethyl-phenol)